1-((((S)-1-(2-chlorophenyl)-2-oxocyclohexyl)(methyl)carbamoyl)oxy)ethyl (2,2,2-trifluoroacetyl)glycinate FC(C(=O)NCC(=O)OC(C)OC(N(C)[C@]1(C(CCCC1)=O)C1=C(C=CC=C1)Cl)=O)(F)F